2-(3-(5-(3-isopropyl-2-(2-methylpyridin-4-yl)-1H-indol-5-yl)-4H-1,2,4-triazol-3-yl)piperidin-1-yl)-N,N-dimethylacetamide C(C)(C)C1=C(NC2=CC=C(C=C12)C=1NC(=NN1)C1CN(CCC1)CC(=O)N(C)C)C1=CC(=NC=C1)C